N-hexadecylpyridinium methyl-N-phenyl-carbamate COC(NC1=CC=CC=C1)=O.C(CCCCCCCCCCCCCCC)[N+]1=CC=CC=C1